tert-Butyl 4-(4-methyl-6-(2-methyl-2H-indazol-5-yl)quinolin-2-yl)piperidine-1-carboxylate CC1=CC(=NC2=CC=C(C=C12)C1=CC2=CN(N=C2C=C1)C)C1CCN(CC1)C(=O)OC(C)(C)C